C(CCCCCCCCCCCCCCCCCCCCC)N Behenylamin